4-(2-Fluoro-4-nitrophenoxy)-7-methoxyquinoline-6-carboxylic acid methyl ester COC(=O)C=1C=C2C(=CC=NC2=CC1OC)OC1=C(C=C(C=C1)[N+](=O)[O-])F